C(CC)N[O-].C(CCCCCCCCCCC)(=O)N Lauramide Propyl-AminOxide